3',5'-Dimethoxybenzoin COC=1C=C(C(C(C2=CC=CC=C2)=O)O)C=C(C1)OC